O[C@@H](CN1[C@@H](C[C@@H](C1)COC1=CC=C(C=C1)S(=O)(=O)C)C)C=1C=C(C#N)C=CC1 3-[(1R)-1-hydroxy-2-[(2R,4S)-4-[(4-methanesulfonylphenoxy)methyl]-2-methylpyrrolidin-1-yl]ethyl]benzonitrile